ClC1=C(C=CC=C1)C=1N=C(SC1)NC(=O)C1CC(C1)C(=O)O 3-((4-(2-chlorophenyl)thiazol-2-yl)carbamoyl)cyclobutane-1-carboxylic acid